CC(C)(C1=NCCN1)N=NC(C)(C)C2=NCCN2.Cl.Cl 2,2-azobis[2-(2-imidazolin-2-yl)propane] Dihydrochloride